FC=1C=NC(=NC1)N1C(CC(CC1)C(=O)N1CCOC2=C(C1)C=NC=C2C#N)C 4-[1-(5-fluoropyrimidin-2-yl)-2-methyl-piperidine-4-carbonyl]-3,5-dihydro-2H-pyrido[3,4-f][1,4]oxazepine-9-carbonitrile